NC1=C2N=CN(C2=NC(=N1)F)[C@H]1C[C@@H]2OC(OCCCOC(OC[C@]2(O1)C#C)=O)=O (10aR,12R,13aS)-12-(6-amino-2-fluoro-9H-purin-9-yl)-10a-ethynylhexahydro-4H,10H-furo[3,2-d][1,3,7,9]tetraoxacyclododecine-2,8-dione